tert-Butyl 4-((12-methoxy-12-oxododecyl)oxy)benzoate COC(CCCCCCCCCCCOC1=CC=C(C(=O)OC(C)(C)C)C=C1)=O